2-(2-(5-cyclopropyl-3-(2,6-dichlorophenyl)isoxazol-4-yl)-7-azaspiro[3.5]non-1-en-7-yl)thiazolo[4,5-b]pyridine-6-carboxylic acid C1(CC1)C1=C(C(=NO1)C1=C(C=CC=C1Cl)Cl)C1=CC2(C1)CCN(CC2)C=2SC=1C(=NC=C(C1)C(=O)O)N2